C(C)OC(C(C1CC1)N1N=CC(=C1)C1=NN(C2=CC=C(C=C12)OCCCNC(=O)OCC1=CC=CC=C1)C1OCCCC1)=O.CC(CCC=O)CCCC(CC)C 4,8-Dimethyl-decanal ethyl-2-[4-[5-[3-(benzyloxycarbonylamino)propoxy]-1-tetrahydropyran-2-yl-indazol-3-yl]pyrazol-1-yl]-2-cyclopropyl-acetate